C[C@H](CSC(=O)C1=CC=CC=C1)C(=O)N2C[C@H](C[C@H]2C(=O)[O-])SC3=CC=CC=C3.C[C@H](CSC(=O)C1=CC=CC=C1)C(=O)N2C[C@H](C[C@H]2C(=O)[O-])SC3=CC=CC=C3.[Ca+2] The molecule is an organic calcium salt that is the hemicalcium salt of zofenopril. A prodrug for zofenoprilat. It has a role as an anticonvulsant, an apoptosis inhibitor, a cardioprotective agent, an EC 3.4.15.1 (peptidyl-dipeptidase A) inhibitor, a prodrug and a vasodilator agent. It contains a zofenopril(1-).